tert-butyl (1R,5S)-3-(2-(((2S,4R)-4-methoxy-1-methylpyrrolidin-2-yl)methoxy)-5,6,7,8-tetrahydropyrido[3,4-d]pyrimidin-4-yl)-3,8-diazabicyclo[3.2.1]octane-8-carboxylate CO[C@@H]1C[C@H](N(C1)C)COC=1N=C(C2=C(N1)CNCC2)N2C[C@H]1CC[C@@H](C2)N1C(=O)OC(C)(C)C